C(#N)C1(CC1)NC(=O)[C@H]1N(C[C@@H](C1)S(=O)(=O)C1=CC=C(C=C1)C1=CN=C(S1)C)C(=O)C1(CC1)C(F)(F)F (2S,4R)-N-(1-cyanocyclopropyl)-4-(4-(2-methylthiazol-5-yl)phenylsulfonyl)-1-(1-(trifluoromethyl)cyclopropanecarbonyl)pyrrolidine-2-carboxamide